(5-(2-acetamidoethoxy)-1,3,4-thiadiazol-2-yl)-4-(3-chloro-2-fluoro-6-methoxyphenyl)-6-methylnicotinamide C(C)(=O)NCCOC1=NN=C(S1)C1=C(C(=O)N)C(=CC(=N1)C)C1=C(C(=CC=C1OC)Cl)F